N-[5-(5-bromo-1H-benzimidazol-2-yl)-1H-pyrazol-3-yl]-6-(4-hydroxy-1-piperidyl)pyridine-3-carboxamide BrC1=CC2=C(NC(=N2)C2=CC(=NN2)NC(=O)C=2C=NC(=CC2)N2CCC(CC2)O)C=C1